ClC1=CC=C(C[C@H]2CC[C@@]([C@]2(O)CN2N=CN=C2)(C)CCl)C=C1 (1S,2R,5R)-5-(4-chlorobenzyl)-2-chloromethyl-2-methyl-1-(1H-1,2,4-triazol-1-ylmethyl)cyclopentanol